N-(2-(4-cyclopropylpiperazine-1-yl)-5-((6-((R)-3-(2,4-difluorophenyl)isoxazolidine-2-yl)pyrimidine-4-yl)amino)-4-methoxyphenyl)acrylamide C1(CC1)N1CCN(CC1)C1=C(C=C(C(=C1)OC)NC1=NC=NC(=C1)N1OCC[C@@H]1C1=C(C=C(C=C1)F)F)NC(C=C)=O